2-Amino-5-fluoro-4-(5-fluoro-3-((3S,4R)-3-hydroxy-4-(isopropyl(methyl)amino)pyrrolidin-1-yl)-7,9-dihydrofuro[3,4-f]quinazolin-6-yl)benzo[b]thiophene-3-carbonitrile NC1=C(C2=C(S1)C=CC(=C2C=2C1=C(C=3C=NC(=NC3C2F)N2C[C@@H]([C@@H](C2)N(C)C(C)C)O)COC1)F)C#N